FC1=CC=C(OC[C@@H]2N(C3CC(C2)C3)C(=O)C3=NC(=CC=C3C3=NC=CC=N3)C)C=C1 (3R)-3-(4-fluorophenoxymethyl)-2-{[6-methyl-3-(pyrimidin-2-yl)pyridin-2-yl]carbonyl}-2-azabicyclo[3.1.1]heptane